chloro-3-(2-hydroxypropan-2-yl)-5',6''-dimethyl-4''-((pyridazin-3-yl)methoxy)-2H,2''H-[1,2':4',1''-terpyridin]-2,2''-dione ClC1=C(C(N(C=C1)C1=NC=C(C(=C1)N1C(C=C(C=C1C)OCC=1N=NC=CC1)=O)C)=O)C(C)(C)O